2,4,6-tris(3,5-dimethyl-4-hydroxyphenylthiomethyl)mesitylene CC=1C=C(C=C(C1O)C)SCC1=C(C(=C(C(=C1C)CSC1=CC(=C(C(=C1)C)O)C)C)CSC1=CC(=C(C(=C1)C)O)C)C